ClC1=CC=C(C=C1)C1=C(CCC(C1)(C)C)CN1C2CN(CC1CC2)CC=2C=C1CN(C(C1=CC2)=O)C2C(NC(CC2)=O)=O 3-(5-((8-((4'-chloro-5,5-dimethyl-3,4,5,6-tetrahydro-[1,1'-biphenyl]-2-yl)methyl)-3,8-diazabicyclo[3.2.1]octan-3-yl)methyl)-1-oxoisoindolin-2-yl)piperidine-2,6-dione